C1=2N3N=C(N=C3CN=CC2C=CN=C1)C(=O)O 2,3,5,8,13-pentazatricyclo[8.4.0.02,6]tetradeca-1(10),3,5,8,11,13-hexaene-4-carboxylic acid